bromo-2,2,2-trifluoroacetophenone BrC1=C(C=CC=C1)C(C(F)(F)F)=O